1-((3-butoxypropyl)amino)-3-(3,6-difluoro-9H-carbazol-9-yl)-2-propanol C(CCC)OCCCNCC(CN1C2=CC=C(C=C2C=2C=C(C=CC12)F)F)O